tert-butyl (1R,5S)-3-(4-bromo-5-fluoro-7-(methylsulfinyl)-[1,3]dioxolo[4,5-f]quinazolin-9-yl)-3,8-diazabicyclo[3.2.1]octane-8-carboxylate BrC1=C2C(=C3C(=NC(=NC3=C1F)S(=O)C)N1C[C@H]3CC[C@@H](C1)N3C(=O)OC(C)(C)C)OCO2